C(C)S(=O)(=O)C=1C=C(C=CC1C1=NC2=C(N=NC(=C2)C(F)(F)F)N1C)C(C#N)(C)C 3-ethylsulfonyl-4-[7-methyl-3-(trifluoromethyl)imidazo[4,5-c]pyridazin-6-yl]phenyl-2-methyl-propanenitrile